2-hydroxy-2-(trifluoromethyl)pent-4-enoic acid ethyl ester C(C)OC(C(CC=C)(C(F)(F)F)O)=O